CN1N=CC=C1C1=CNC2=NC=CC=C21 3-(2-methylpyrazol-3-yl)pyrrolo[2,3-b]pyridine